C(C1=CC=CC=C1)OCCC(=O)C1(CN(C1)C(=O)OC(C)(C)C)C#N tert-butyl 3-(3-benzyloxypropanoyl)-3-cyano-azetidine-1-carboxylate